2-(6-((8-azabicyclo-[3.2.1]octan-3-yl)(2-fluoroethyl)amino)-pyridazin-3-yl)-5-(1H-pyrazol-4-yl)phenol C12CC(CC(CC1)N2)N(C2=CC=C(N=N2)C2=C(C=C(C=C2)C=2C=NNC2)O)CCF